(R)-3-(3-chloro-4-fluorophenyl)-1-(2-hydroxyethyl)-1-((1-methoxyisoquinolin-4-yl)methyl)urea ClC=1C=C(C=CC1F)NC(N(CC1=CN=C(C2=CC=CC=C12)OC)CCO)=O